N-[5-(chloromethyl)thiazol-2-yl]acetamide ClCC1=CN=C(S1)NC(C)=O